C1(CCCCC1)NCCC N-Cyclohexylaminopropan